nickel compound with nitric acid [N+](=O)(O)[O-].[Ni]